O(CCCCO)CCCCO 4,4'-oxybis(butan-1-ol)